ClC1=C(C=C(C(=C1)C=O)OCC=1C=NC=C(C1)C#N)CCC(=O)OC(C)(C)C tert-butyl 3-(2-chloro-5-((5-cyanopyridin-3-yl)methoxy)-4-formylphenyl)propanoate